3-[2-({[8-bromo-2-(morpholin-4-yl)pyrazolo[1,5-a][1,3,5]triazin-4-yl]amino}methyl)-1H-imidazol-4-yl]benzonitrile BrC=1C=NN2C1N=C(N=C2NCC=2NC=C(N2)C=2C=C(C#N)C=CC2)N2CCOCC2